FC(C1=CC(=NC=C1)C=1C=C(C=CC1)C1=C(N=NN1)C#N)(F)F 5-[3-(4-trifluoromethyl-pyridin-2-yl)-phenyl]-1H-[1,2,3]triazole-4-carbonitrile